C(C1=CC=CC=C1)OC(=O)NC(C(=O)O)CC1=CC(=C(C=C1)C(F)(F)F)Cl 2-(((Benzyloxy)carbonyl)amino)-3-(3-chloro-4-(trifluoromethyl)phenyl)propanoic acid